ClC1=C2C3=C(N=CN=C3C=C1C1=C(C=CC=C1O)F)N1[C@H](CO2)CN(CC1)C(=O)C1[N@@](C1)C(C1=CC=CC=C1)(C1=CC=CC=C1)C1=CC=CC=C1 ((8aS)-6-chloro-5-(2-fluoro-6-hydroxyphenyl)-8a,9,11,12-tetrahydropyrazino[2',1':3,4][1,4]oxazepino[5,6,7-de]quinazolin-10(8H)-yl)((R)-1-tritylaziridin-2-yl)methanone